1-(4-(3-chlorophenyl)-3,4-dihydroquinoxalin-1(2H)-yl)-2-(pyrrolidin-1-yl)ethane ClC=1C=C(C=CC1)N1CCN(C2=CC=CC=C12)CCN1CCCC1